diethanolamine molybdenum [Mo].N(CCO)CCO